S(O)(O)(=O)=O.CSC(N)=N 2-methylisothiourea sulfuric acid salt